C(C)(C)(C)C1=CC(=NN1[C@H]1CN(CC1)CCOC)N=C=S (R)-5-(tert-butyl)-3-isothiocyanato-1-(1-(2-methoxyethyl)pyrrolidin-3-yl)-1H-pyrazole